C1CNC=2C=CC=C3C2N1C1C3CN(CC1)C(=O)[O-] 2,3,6b,9,10,10a-hexahydro-1H-pyrido[3',4':4,5]pyrrolo[1,2,3-de]quinoxaline-8(7H)-carboxylate